(2-bromoallyloxy)(tert-butyl)dimethylsilane ethyl-5-amino-2,6-dioxo-1,2,3,6-tetrahydropyrimidine-4-carboxylate C(C)OC(=O)C=1NC(NC(C1N)=O)=O.BrC(CO[Si](C)(C)C(C)(C)C)=C